6,7-dimethoxy-2-methyl-N-{1-[5-(1-methyl-1H-indol-2-yl)-thiophen-2-yl]-ethyl}quinazolin-4-amine COC=1C=C2C(=NC(=NC2=CC1OC)C)NC(C)C=1SC(=CC1)C=1N(C2=CC=CC=C2C1)C